5-(pyrazolo[1,5-a]pyridin-5-yl)-N-((4s,7s)-1-oxaspiro[3.5]nonan-7-yl)-7H-pyrrolo[2,3-d]pyrimidin-2-amine N1=CC=C2N1C=CC(=C2)C2=CNC=1N=C(N=CC12)NC1CCC2(CCO2)CC1